COC(=O)C1(C(CCC1)=O)\C=C\C(=O)N (E)-1-(3-amino-3-oxoprop-1-en-1-yl)-2-oxocyclopentane-1-carboxylic acid methyl ester